6-(1,3-bis(methylthio)propan-2-yl)-2-cyclohexyl-6,7-dihydro-4H-pyrazolo[1,5-a]pyrrolo[3,4-d]pyrimidine-5,8-dione CSCC(CSC)N1C(C=2NC=3N(C(C2C1)=O)N=C(C3)C3CCCCC3)=O